ClC=1SC(=CN1)CN1C=CC=C2C1=NC(N(C2=O)C2=C(C(=CC=C2)F)F)=O 8-((2-chlorothiazol-5-yl)methyl)-3-(2,3-difluorophenyl)pyrido[2,3-d]pyrimidine-2,4(3H,8H)-dione